N-(3-bromo-2-methylphenyl)pyrido[4,3-b]Pyrazin-5-amine BrC=1C(=C(C=CC1)NC1=NC=CC2=NC=CN=C21)C